2-(4-methoxybenzoyl)-4,6-dimethyldibenzothiophene-5-oxide COC1=CC=C(C(=O)C2=CC3=C(S(C4=C3C=CC=C4C)=O)C(=C2)C)C=C1